Cl.Cl.[C@H]12CN(C[C@H](CC1)N2)C=2C1=C(N=C(N2)OCC23CCCN3CC(C2)F)C(=C(N=C1)C=1C=C(C=CC1C)O)F 3-(4-((1R,5S)-3,8-diazabicyclo[3.2.1]octan-3-yl)-8-fluoro-2-((2-fluorotetrahydro-1H-pyrrolizin-7a(5H)-yl)methoxy)pyrido[4,3-d]pyrimidin-7-yl)-4-methylphenol dihydrochloride